(S*)-1-(4-Bromo-1-methyl-1H-imidazol-2-yl)ethanol BrC=1N=C(N(C1)C)[C@H](C)O |o1:7|